N1=C(C=CC=C1)N=NC1=C(C=CC2=CC=CC=C12)O L-1-(2-pyridylazo)-2-naphthol